(+)-(5-{[2-(4-Isopropylphenyl)imidazo[1,2-a]pyridin-3-yl]methyl}-2,5-diazabicyclo[2.2.2]oct-2-yl)(3-methoxyphenyl)methanon C(C)(C)C1=CC=C(C=C1)C=1N=C2N(C=CC=C2)C1CN1C2CN(C(C1)CC2)C(=O)C2=CC(=CC=C2)OC